ClC=1C(=C(C=CC1)CNC(CN(C(CN1N=C(C2=CC(=CC=C12)C(=O)NC=1C=NC=NC1)C(=O)N)=O)C(C)C)=O)F (2-((2-((3-chloro-2-fluorophenylmethyl)amino)-2-oxoethyl)(isopropyl)amino)-2-oxoethyl)-N5-(pyrimidin-5-yl)-1H-indazole-3,5-dicarboxamide